5,7-dimethyl-N-(4-(morpholin-4-yl)phenyl)-4-oxo-4,5-dihydropyrazolo[1,5-a]pyrazine-3-carboxamide CN1C(C=2N(C(=C1)C)N=CC2C(=O)NC2=CC=C(C=C2)N2CCOCC2)=O